COC=1C(=C(N(CCC)CCC)C(=CC1C(F)(F)F)[N+](=O)[O-])[N+](=O)[O-] 3-methoxy-2,6-dinitro-N,N-dipropyl-4-(trifluoromethyl)aniline